Methyl-tetrahydropyran CC1OCCCC1